COC(=O)C1=NN(C(C=C1Cl)=O)C1=C(C=CC=C1F)C(C)C 4-chloro-1-(2-isopropyl-6-fluorophenyl)-6-oxo-1,6-dihydropyridazine-3-carboxylic acid methyl ester